4-(2-Chlorophenyl)-1-((2-hydroxy-2-methylpropyl)amino)-6-(trifluoromethyl)-3H-pyrido[1,2-c]pyrimidine ClC1=C(C=CC=C1)C1=C2N(C(=NC1)NCC(C)(C)O)C=CC(=C2)C(F)(F)F